Methyl 2-[[2,6-difluoro-4-(3-hydroxypyridazin-4-yl)phenyl]methyl]-3-(2-methoxyethyl)benzimidazole-5-carboxylate FC1=C(C(=CC(=C1)C1=C(N=NC=C1)O)F)CC=1N(C2=C(N1)C=CC(=C2)C(=O)OC)CCOC